BrC1=CC2=C(OCC=C[C@H]2CCC(F)(F)F)C(=C1)N |r| (+/-)-7-bromo-5-(3,3,3-trifluoropropyl)-2,5-dihydrobenzo[b]oxepin-9-amine